C(C1=CC=CC=C1)OC1=CC=2N(C=C1)N=CC2[C@@H]2CC[C@H](CC2)C=O trans-4-(5-(benzyloxy)pyrazolo[1,5-a]pyridin-3-yl)cyclohexane-1-carbaldehyde